N1(N=CN=C1)CC1(C2(CC3=CC(=CC=C13)OC1=CC=C(C=C1)Cl)CC2)O 1'-((1H-1,2,4-triazol-1-yl)methyl)-5'-(4-chlorophenoxy)-1',3'-dihydrospiro[cyclopropan-1,2'-indene]-1'-ol